5-chloro-2-methylpyrazolo[1,5-a]pyrimidine-3-carbaldehyde ClC1=NC=2N(C=C1)N=C(C2C=O)C